2-(2-amino-4-fluoro-5-methoxyphenyl)-2-oxoethyl acetate C(C)(=O)OCC(=O)C1=C(C=C(C(=C1)OC)F)N